C1CCCC12CCC1(NC(C=C1)=O)CC2 9-azadispiro[4.2.4.2]Tetradec-11-en-10-one